3-[18F]fluoranylpropyl 2-ethyl-2-[[6-[[(1S,2S)-2-(hydroxymethyl)cyclopropyl]methoxy]-5-(3-methoxyazetidin-1-yl)pyridine-2-carbonyl]amino]butanoate C(C)C(C(=O)OCCC[18F])(CC)NC(=O)C1=NC(=C(C=C1)N1CC(C1)OC)OC[C@@H]1[C@H](C1)CO